9,9-difluoro-15-(5-methyl-3,4-dihydro-2H-quinoxalin-1-yl)-2,5,6,13,19,20-hexazatetracyclo[11.6.2.13,6.017,21]docosa-1(19),3(22),4,15,17,20-hexaen-14-one FC1(CCN2N=CC(NC3=NC=C4C=C(C(N(CCC1)C4=N3)=O)N3CCNC4=C(C=CC=C34)C)=C2)F